ClC1=C(C#N)C=C(C(=C1)O)Cl 2,5-dichloro-4-hydroxybenzonitrile